2-pyrimidin-2-ylmethylisoindole-1,3-dione N1=C(N=CC=C1)CN1C(C2=CC=CC=C2C1=O)=O